ethyl (S)-1-(oxetan-2-ylmethyl)-1H-imidazole-5-carboxylate O1[C@@H](CC1)CN1C=NC=C1C(=O)OCC